FC1=C(C=C(C=C1)OC=1C(=C2C=CN(C2=CC1F)S(=O)(=O)C1=CC=C(C)C=C1)C)C=1N(C(=CN1)C(CCC=O)(C)C1=CC=CC=C1)S(=O)(=O)C1=CC=C(C)C=C1 4-(2-(2-Fluoro-5-((6-fluoro-4-methyl-1-tosyl-1H-indol-5-yl)oxy)phenyl)-1-tosyl-1H-imidazol-5-yl)-4-phenylpentanal